6-(3'-bromo-2,2'-dimethyl-[1,1'-biphenyl]-3-yl)-2-methoxynicotinaldehyde BrC=1C(=C(C=CC1)C1=C(C(=CC=C1)C1=NC(=C(C=O)C=C1)OC)C)C